C(C)(C)(C)N1[C@@H](C[C@@H](C1)OC1=CC=C(C=C1)C(F)(F)F)COC(F)F tert-butyl-(2S,4S)-2-((difluoromethoxy)methyl)-4-(4-(trifluoromethyl)phenoxy)pyrrolidine